(1R,5S)-8-azaspiro[bicyclo[3.2.1]octane-3,1'-cyclopropane] hydrochloride Cl.C12(CC1)C[C@H]1CC[C@@H](C2)N1